2-(3-aminopropylamino)ethanol NCCCNCCO